C(C)(C)C1=CC=C(C=C1)B(O)O (4-isopropylphenyl)-boronic acid